CC(CCC1=NC=CN=C1)C (3-methylbutyl)pyrazine